NC=1C(=NC=C(C(=O)[O-])C1)NC1=CC=C(C=C1)OC 5-amino-6-((4-methoxyphenyl)amino)nicotinate